N,N'-((dimethylsilanediyl)bis(propane-3,1-diyl))bis(1,1,1-trifluoro-N-((trifluoromethyl)sulfonyl)methanesulfonamide) C[Si](CCCN(S(=O)(=O)C(F)(F)F)S(=O)(=O)C(F)(F)F)(CCCN(S(=O)(=O)C(F)(F)F)S(=O)(=O)C(F)(F)F)C